COC1=NC2=CC3=C(C=C2C=C1C)OCC[C@H]1N(C3)CCNC1 (R)-11-methoxy-10-methyl-2,3,4,4a,5,6-hexahydro-1H,14H-pyrazino[1',2':5,6][1,5]oxazocino[2,3-g]quinoline